C1(CC1)C([C@@H](C(=O)NC1=C(C=C(C=C1)C(C(NCC(F)(F)F)=O)C(C)C)F)NC(=O)C1=CC=NN1C(C)C)C1CC1 N-((2S)-1,1-dicyclopropyl-3-((2-fluoro-4-(3-methyl-1-oxo-1-((2,2,2-trifluoroethyl)amino)butan-2-yl)phenyl)amino)-3-oxopropan-2-yl)-1-isopropyl-1H-pyrazole-5-carboxamide